C(CCCCCCCCCCCCCCC)(=O)NC(CCCCCCCCCCCCCCC)(O)O palmitoylaminohexadecanediol